CN1N=C(C=C1)COC1=NN=C(S1)N 5-((1-methylpyrazol-3-yl)methoxy)-1,3,4-thiadiazol-2-amine